C1(=C2N(C=N1)CCC2)C(C(=O)NC=2SC=CN2)N2C(C1=CC(=CC(=C1C2)F)C2=CC=C(C=C2)N2CCN(CC2)C2CCNCC2)=O 2-(6,7-Dihydro-5H-pyrrolo[1,2-c]imidazol-1-yl)-2-(4-fluoro-1-oxo-6-(4-(4-(Piperidin-4-yl)piperazin-1-yl)phenyl)isoindoline-2-yl)-N-(thiazol-2-yl)acetamide